3-amino-3-methyl-1-butyne NC(C#C)(C)C